((4-(2-(dimethylamino)ethoxy)-hydroxy-2-nitrophenyl)amino)-4-(phenylamino)pyrimidine-5-carbonitrile CN(CCOC1=C(C(=C(C=C1)NC1=NC=C(C(=N1)NC1=CC=CC=C1)C#N)[N+](=O)[O-])O)C